bis(t-butyl) telluride C(C)(C)(C)[Te]C(C)(C)C